3,5-dibromo-1-(2-methoxypropyl)-1,2,4-triazole BrC1=NN(C(=N1)Br)CC(C)OC